6-chloro-4-((4-((Tetrahydro-2H-thiopyran-4-yl)oxy)phenyl)amino)pyridazine-3-carboxylate ClC1=CC(=C(N=N1)C(=O)[O-])NC1=CC=C(C=C1)OC1CCSCC1